(2-(piperidin-2-yl)benzyl)-2-thiocarbonyl-1,2,3,5-tetrahydro-4H-pyrrolo[3,2-d]pyrimidin-4-one N1C(CCCC1)C1=C(CN2C(NC(C3=C2C=CN3)=O)=C=S)C=CC=C1